ClC1=C(C=C(OCC=2C=C(C=CC2OC)/C=C/C(=O)C2=CC=C(C=C2)O)C=C1)C (E)-3-[3-[(4-Chloro-3-methylphenoxy)methyl]-4-methoxyphenyl]-1-(4-hydroxyphenyl)prop-2-en-1-one